3-(cyclopropyloxy)pyrrolidin-2-one C1(CC1)OC1C(NCC1)=O